(3-(((8-isopropyl-2-((1-methylpiperidin-4-yl)oxy)pyrazolo[1,5-a][1,3,5]triazin-4-yl)amino)methyl)phenyl) carbamoylpyrrolidine-1-carboxylate C(N)(=O)C1N(CCC1)C(=O)OC1=CC(=CC=C1)CNC1=NC(=NC=2N1N=CC2C(C)C)OC2CCN(CC2)C